N'-{5-bromo-6-[(cis-4-isopropylcyclohexyl)oxy]-2-methylpyridin-3-yl}-N-ethyl-N-methylimido-formamide BrC=1C=C(C(=NC1O[C@@H]1CC[C@@H](CC1)C(C)C)C)N=CN(C)CC